C(C)(C)OC1=CC2=C(CN(CCC2)C2=CC(=C(C(=C2)C)NC(CC(C)(C)C)=O)C)C=C1 N-(4-(7-Isopropoxy-1,3,4,5-tetrahydro-2H-benzo[c]azepine-2-yl)-2,6-dimethylphenyl)-3,3-Dimethylbutanamide